C(C1=CC=CC=C1)OC(=O)C=1C(=CC(=NC1)C1=NC=CC=C1)C1=CC(=NC=C1OC)C(F)F 2''-(difluoromethyl)-5''-methoxy-[2,2':4',4''-terpyridine]-5'-carboxylic acid benzyl ester